(3aR,6aS)-5-[[6-(1,3-dimethylpyrazol-4-yl)pyridazin-3-yl]oxymethyl]-2-(tetrahydropyran-3-ylmethyl)-3,3a,4,5,6,6a-hexahydro-1H-cyclopenta[c]pyrrole CN1N=C(C(=C1)C1=CC=C(N=N1)OCC1C[C@@H]2[C@@H](CN(C2)CC2COCCC2)C1)C